4-(3-(8-hydroxyquinolin-2-yl)phenyl)-2,6-diphenyl-1,3,5-triazine OC=1C=CC=C2C=CC(=NC12)C=1C=C(C=CC1)C1=NC(=NC(=N1)C1=CC=CC=C1)C1=CC=CC=C1